C(C)(C)(C)C1=CC(=C(C(=C1)[N+](=O)[O-])CC(C(=O)N)(C)C)[N+](=O)[O-] 3-(4-tert-butyl-2,6-dinitrophenyl)-2,2-dimethylpropionamide